C(C1=CC=CC=C1)OC1=NC=NC(=C1OCC1=CC=CC=C1)CI 4,5-bis(benzyloxy)-6-(iodomethyl)pyrimidine